C(C)(=O)C=1C=C(C=CC1)C1=C2N=C(C(=NC2=CC=C1)C(=O)N)CC1=CN=C(S1)C1=CC=C(C=C1)Cl (3-acetylphenyl)-((2-(4-chlorophenyl)thiazol-5-yl)methyl)quinoxaline-2-carboxamide